bis-thiazolyl cobalt S1C(=NC=C1)[Co]C=1SC=CN1